C(C=C)(=O)OC(C=C)=O.FC(C1=NN=C(O1)C1=CC(=C(C=C1)CN(S(=O)(=O)N1CCSCC1)C1=CC=C(C=C1)F)F)F N-[[4-[5-(difluoromethyl)-1,3,4-oxadiazol-2-yl]-2-fluoro-phenyl]methyl]-N-(4-fluorophenyl)thiomorpholine-4-sulfonamide prop-2-enoyl-prop-2-enoate